C(#N)C=1C=C(C=C(C1N[C@@H](COC1=CC=C(C=C1)F)CCN1CC(C1)F)F)S(=O)(=O)NC(=O)[C@@]1(OCCCC1)C (R)-N-((3-cyano-5-fluoro-4-(((R)-4-(3-fluoroazetidin-1-yl)-1-(4-fluorophenoxy)butan-2-yl)amino)phenyl)sulfonyl)-2-methyltetrahydro-2H-pyran-2-carboxamide